benzene-1,2-Dicarboxylate C=1(C(=CC=CC1)C(=O)[O-])C(=O)[O-]